C1(=CC=CC=C1)[Sn](C1=CC=CC=C1)C1=CC=CC=C1 Triphenyl-tin